Cl.C(CCCC(=O)O)(=O)O Glutarate Hydrochloride